(2-(4-(trifluoromethyl)-1H-imidazol-1-yl)pyridin-4-yl)methylamine dihydrochloride Cl.Cl.FC(C=1N=CN(C1)C1=NC=CC(=C1)CN)(F)F